ClC=1C(=NC=CN1)C=1C=C2C(=NC1)NC=C2C(=O)C=2C(=C(C=CC2F)NS(=O)(=O)CCC)F N-(3-(5-(3-chloropyrazin-2-yl)-1H-pyrrolo[2,3-b]pyridine-3-carbonyl)-2,4-difluorophenyl)propane-1-sulfonamide